1-({[1-(3,5-diethoxy-4-methylphenyl)ethyl](4-phenylbutyl)carbamoyl}amino)-N'-hydroxycyclopentane-1-carboximidamide C(C)OC=1C=C(C=C(C1C)OCC)C(C)N(C(=O)NC1(CCCC1)C(N)=NO)CCCCC1=CC=CC=C1